3-((2S)-2-hydroxy-3-(8-(2-morpholinopyridin-3-ylsulfonyl)-1-oxa-8-azaspiro[4.5]dec-3-ylamino)propoxy)-N-methylbenzenesulfonamide O[C@H](COC=1C=C(C=CC1)S(=O)(=O)NC)CNC1COC2(C1)CCN(CC2)S(=O)(=O)C=2C(=NC=CC2)N2CCOCC2